NCCC=1C(=NON1)C(=NO)N 4-aminoethyl-N'-hydroxy-1,2,5-oxadiazole-3-carboxamidine